ClC=1C=C(C=C(C1)Cl)S(=O)(=O)N1CCCC2=CC=C(C=C12)C(=O)NC1=CC(=C(C(=O)O)C=C1)F 4-{[1-(3,5-Dichloro-benzenesulfonyl)-1,2,3,4-tetrahydro-quinoline-7-carbonyl]-amino}-2-fluoro-benzoic acid